CC1=NOC(=C1C1=CC=CC=C1C(C1C=CSC1)C1CCOCC1)C 6-(3,5-dimethylisoxazol-4-yl)-4-(phenyl-(tetrahydro-2H-pyran-4-yl)methyl)-4H-thiophen